BrC1=C(C2=C(N=C(N=C2)NC2=NC=C(C=C2)N2CCC3(OCCO3)CC2)N(C1=O)C1CCCC1)C 6-bromo-8-cyclopentyl-2-[[5-(1,4-dioxa-8-azaspiro[4.5]decan-8-yl)-2-pyridyl]amino]-5-methylpyrido[2,3-d]pyrimidin-7-one